4-methylpiperazine-1-carboxylic acid [(2s,3s,4E,6r,7r,10s)-10-hydroxy-3,7-dimethyl-2-[(E)-1-[3-(methylsulfamoyl) phenyl] prop-1-en-2-yl]-12-oxo-1-oxocyclododec-4-en-6-yl] ester O[C@H]1CC[C@H]([C@H](/C=C/[C@@H]([C@H](C(C(C1)=O)=O)/C(=C/C1=CC(=CC=C1)S(NC)(=O)=O)/C)C)OC(=O)N1CCN(CC1)C)C